(+/-)-5-{4-[4-{[5-(hydroxymethyl)-5-phenyl-5,6-dihydro-4H-1,3-oxazin-2-yl]amino}-2-(trifluoromethyl)phenoxy]-1H-pyrrolo[2,3-b]pyridin-3-yl}-2-[(propan-2-yl)oxy]benzonitrile OC[C@]1(CN=C(OC1)NC1=CC(=C(OC2=C3C(=NC=C2)NC=C3C=3C=CC(=C(C#N)C3)OC(C)C)C=C1)C(F)(F)F)C1=CC=CC=C1 |r|